3-[(S) or (R)-4-(4-fluoro-3-methyl-phenyl)sulfonylmorpholin-2-yl]benzothiophene-2-carboxamide FC1=C(C=C(C=C1)S(=O)(=O)N1C[C@@H](OCC1)C1=C(SC2=C1C=CC=C2)C(=O)N)C |o1:12|